CN(C)S(=O)(=O)CCC N,N-dimethylaminosulfonyl-propane